C(C)(C)(C)OC(=O)N[C@@H](CCC1=NC(=NC(=C1F)C1=C(C=CC=C1C)C)NS(=O)(=O)C=1C=C(C(=O)O)C=CC1)CC(C)C 3-[[4-[(3S)-3-(tert-Butoxycarbonylamino)-5-methyl-hexyl]-6-(2,6-dimethylphenyl)-5-fluoro-pyrimidin-2-yl]sulfamoyl]benzoic acid